ethyl 5-chloro-2-((4-fluoro-2-methylphenyl)amino)-benzoate ClC=1C=CC(=C(C(=O)OCC)C1)NC1=C(C=C(C=C1)F)C